6-(phenylsulfanyl)-1,2,3,4-tetrahydronaphthalen-1-one C1(=CC=CC=C1)SC=1C=C2CCCC(C2=CC1)=O